3-(5-bromo-2-oxo-benzo[d]oxazol-3(2H)-yl)azetidine-1-carboxylic acid tert-butyl ester C(C)(C)(C)OC(=O)N1CC(C1)N1C(OC2=C1C=C(C=C2)Br)=O